FC1=C(N(N=C1)C)C(=O)OC Methyl 4-fluoro-2-methylpyrazole-3-carboxylate